(+)-trans-6-[3-[[2-fluoro-4-(trifluoromethyl)phenyl]methoxy]azetidine-1-carbonyl]-4,4a,5,7,8,8a-hexahydropyrido[4,3-b][1,4]oxazin-3-one FC1=C(C=CC(=C1)C(F)(F)F)COC1CN(C1)C(=O)N1C[C@@H]2[C@H](OCC(N2)=O)CC1